O=C1NC(CCC1OC=1C=C(C=CC1)N1CCC(CC1)CN1CCNCC1)=O 4-((1-(3-((2,6-dioxopiperidin-3-yl)oxy)phenyl)piperidin-4-yl)methyl)piperazin